CC1=C(OC2=C(C=C(C=C2C1=O)C)[C@@H](C)NC=1C(=NC=CC1)C=1N=COC1)C=1C=NC=CC1 3,6-Dimethyl-8-[(1R)-1-[(2-oxazol-4-yl-3-pyridyl)amino]ethyl]-2-(3-pyridyl)chromen-4-one